C(C)(C)(C)OC(C1=CC=C(C=C1)O)=O.BrC1=CC=CC=2N(C(NC21)=O)[C@H]2CC[C@H](CC2)C(=O)NC2=CC(=CC=C2)C (cis)-4-(4-bromo-2-oxo-2,3-dihydro-1H-1,3-benzodiazol-1-yl)-N-(3-methylphenyl)cyclohexane-1-carboxamide tert.-Butyl-4-hydroxybenzoate